FC1=CC=C(C(=O)NC2CCC(CC2)NC2=NC(=NC3=CC=C(C=C23)Cl)C(F)(F)F)C=C1 4-fluoro-N-[(1s,4s)-4-{[6-chloro-2-(trifluoromethyl)quinazolin-4-yl]amino}cyclohexyl]benzamide